2-(3-(2-bromonaphthalen-1-yl)phenyl)-4,6-bis(4-(tert-butyl)phenyl)-1,3,5-triazine BrC1=C(C2=CC=CC=C2C=C1)C=1C=C(C=CC1)C1=NC(=NC(=N1)C1=CC=C(C=C1)C(C)(C)C)C1=CC=C(C=C1)C(C)(C)C